(2S,4S)-4-methoxy-N-methyl-N-(4-phenylthiazol-2-yl)pyrrolidine-2-carboxamide TFA salt OC(=O)C(F)(F)F.CO[C@H]1C[C@H](NC1)C(=O)N(C=1SC=C(N1)C1=CC=CC=C1)C